ethyl (Z)-(3-(4-methoxyphenyl)thiazolidin-2-ylidene)carbamate COC1=CC=C(C=C1)N1/C(/SCC1)=N/C(OCC)=O